C(C)(=O)C1C(O1)C(=O)O 3-Acetyloxirane-2-carboxylic acid